[Fe].[Si].[Ba].[Ca] calcium barium silicon iron